ClC1=C(OC2=NC=C(C(=C2)S(=O)(=O)NC2(CC2)COC)O)C(=CC(=C1)N1N=C(C(NC1=O)=O)C(F)F)Cl 2-(2,6-dichloro-4-(6-(difluoromethyl)-3,5-dioxo-4,5-dihydro-1,2,4-triazin-2(3H)-yl)phenoxy)-5-hydroxy-N-(1-(methoxymethyl)cyclopropyl)pyridine-4-sulfonamide